[Si](C)(C)(C(C)(C)C)OCCOC1=C(C(=NC=C1)C(C)C)N (4-(2-((tert-butyldimethylsilyl)oxy)ethoxy)-2-isopropylpyridin-3-yl)ammonia